8-(Benzyloxy)-7-bromo-2-chloroquinoxalin C(C1=CC=CC=C1)OC=1C(=CC=C2N=CC(=NC12)Cl)Br